12-Fluoro-N-(4-hydroxypentyl)dodecanamide FCCCCCCCCCCCC(=O)NCCCC(C)O